C[C@H]1[C@H]([C@H]([C@@H]([C@@H](O1)O[C@H]2[C@@H]([C@@H]([C@@H](O[C@H]2O[C@H]3[C@@H]([C@@H]([C@@H](O[C@H]3O[C@@H]4[C@H]([C@@H](O[C@@H]([C@H]4O)CO)O)NC(=O)C)C)O)O)C)O)O)O)O)O The molecule is an amino tetrasaccharide consisting of three alpha-L-fucosyl residues and an N-acetyl beta-D-glcosamine joined in a linear sequence by two (1->2)- and one (1->3)-linkages, respectively. It is an amino tetrasaccharide and a glucosamine oligosaccharide.